O1ONC=C1 1,2-dioxazole